CC1CC(=C(C(N1)=O)C1=CC=C(C=C1)OC(F)(F)F)C1=CC=C(C=C1)OC(F)(F)F 6-methyl-3,4-bis(4-(trifluoromethoxy)phenyl)-5,6-dihydropyridin-2(1H)-one